N1(N=CC=C1)CC=1C=CC(=NC1OC)C(=O)N[S@](=O)(=N)C1=C(C(=CC=C1OC)Cl)OC (R)-5-((1H-pyrazol-1-yl)methyl)-N-(3-chloro-2,6-dimethoxyphenylsulfonimidoyl)-6-methoxypicolinamide